4-(3-((2-((2-(1-Methylpiperidin-4-yl)-2H-1,2,3-triazol-4-yl)amino)-5-(trifluoromethyl)pyridin-4-yl)amino)propyl)-1,4-oxazepan-3-on CN1CCC(CC1)N1N=CC(=N1)NC1=NC=C(C(=C1)NCCCN1C(COCCC1)=O)C(F)(F)F